C(C)(C)(C)OC(=O)NCC1=CC=C(C=C1)NC(=O)C1=CC2=C(OCCC3=C2SC=C3)C=C1C1=C(C(=O)OC)C=C(C=C1)C(F)(F)F methyl 2-(9-((4-(((tert-butoxycarbonyl)amino)methyl)phenyl)carbamoyl)-4,5-dihydrobenzo[b]thieno[2,3-d]oxepin-8-yl)-5-(trifluoromethyl)benzoate